CN([C@@H]1C[C@H](C1)OC1=CC=C2C=NN=C(C2=C1)N[C@H](C)C1=C(C(=CC=C1)C(F)(F)F)C)C 7-((trans)-3-(dimethylamino)cyclobutoxy)-N-((R)-1-(2-methyl-3-(trifluoromethyl)phenyl)ethyl)phthalazin-1-amine